O[C@H](C(=O)N[C@@H](CC1=CC=CC=C1)C(=O)O)CC1=CC=CC=C1 ((S)-2-hydroxy-3-phenylpropionyl)-L-phenylalanine